di-tert-butyl-pyridine C(C)(C)(C)C=1C(=NC=CC1)C(C)(C)C